N-((1r,4r)-4-(4-cyclopropylpiperazin-1-yl)-cyclohexyl)-1-isobut-yl-3-methyl-1H-thieno[2,3-c]pyrazole-5-carboxamide C1(CC1)N1CCN(CC1)C1CCC(CC1)NC(=O)C1=CC2=C(N(N=C2C)CC(C)C)S1